tert-butyl 3-(3-aminopropyl)azetidine-1-carboxylate NCCCC1CN(C1)C(=O)OC(C)(C)C